COC(C1=NC(=NC=C1)C1=CC(=CC=C1)S(=O)(=O)C)OC 4-(dimethoxymethyl)-2-(3-(methylsulfonyl)phenyl)pyrimidine